(S)-(3-methyl-4-(5-phenyl-7H-pyrrolo[2,3-d]pyrimidin-4-yl)piperazin-1-yl)(1-methylcyclopropyl)methanone C[C@H]1CN(CCN1C=1C2=C(N=CN1)NC=C2C2=CC=CC=C2)C(=O)C2(CC2)C